C(C)(C)(C)C1=C(OCC2=NN(C3=C2CN(CC3)C(=O)OC(C)(C)C)C(C3=CC=CC=C3)(C3=CC=CC=C3)C3=CC=CC=C3)C=C(C(=C1)Cl)C tert-Butyl 3-[(2-tert-butyl-4-chloro-5-methyl-phenoxy)methyl]-1-trityl-6,7-dihydro-4H-pyrazolo[4,3-c]pyridine-5-carboxylate